4-[5-(difluoromethyl)-1,3,4-oxadiazol-2-yl]-1-[[(1R,2R)-2-phenylcyclopropyl]methyl]pyridin-2-one FC(C1=NN=C(O1)C1=CC(N(C=C1)C[C@H]1[C@@H](C1)C1=CC=CC=C1)=O)F